(R or S)-difluoro(3-(2-(5-fluorothiophen-2-yl)ethyl)-1-(2-(6-methylpyridin-3-yl)propan-2-yl)pyrrolidin-3-yl)methyl isopropylcarbamate C(C)(C)NC(OC([C@]1(CN(CC1)C(C)(C)C=1C=NC(=CC1)C)CCC=1SC(=CC1)F)(F)F)=O |o1:7|